O=C1NC2=CC=C(N=C2C=C1C#N)C=C 2-oxo-6-vinyl-1,2-dihydro-1,5-naphthyridine-3-carbonitrile